C(C)(C)(C)C1=CC=2C(C3=CC=CC=C3C(C2C=C1)=O)=O 2-t-butylanthraquinone